ClC1=C(N=C2N1C=C(C=C2)OC2=NC=CC=C2OCC(F)(F)F)C(=O)OCC Ethyl 3-chloro-6-((3-(2,2,2-trifluoroethoxy)pyridin-2-yl)oxy)imidazo[1,2-a]pyridine-2-carboxylate